3-(1-oxo-5-(((s)-1-((2-(2-oxopyrrolidin-1-yl)quinolin-6-yl)methyl)pyrrolidin-3-yl)oxy)isoindolin-2-yl)piperidine-2,6-dione O=C1N(CC2=CC(=CC=C12)O[C@@H]1CN(CC1)CC=1C=C2C=CC(=NC2=CC1)N1C(CCC1)=O)C1C(NC(CC1)=O)=O